C(C)OC(C(OCC)(OCC)O)(OCC)O TETRAETHYLOXY-ETHYLENE GLYCOL